Cl.C(C)N1CC2=CC(=C(C=C2CC1)F)N(C)C1=C(C#N)C=CC=C1 ((2-Ethyl-6-fluoro-1,2,3,4-tetrahydroisoquinolin-7-yl)(methyl)amino)benzonitrile hydrochloride